NC1CCC(CC1)NC=1C=C(C=CC1Cl)C1=NNC(O1)=O 5-(3-{[(1R,4r)-4-aminocyclohexyl]amino}-4-chlorophenyl)-1,3,4-oxadiazol-2(3H)-one